C(CCCCCC(CCCC)O)O 1,7-undecanediol